gamma-glycidylpropyl-trimethoxysilane C(C1CO1)CCC[Si](OC)(OC)OC